O1C=C(C2=C1C=CC=C2)C[C@H](NC(=O)[C@@]21C=3C=CC=CC3[C@@H](CC2)O1)B(O)O [(1R)-2-(1-benzofuran-3-yl)-1-{[(1S,8R)-11-oxatricyclo[6.2.1.02,7]undeca-2(7),3,5-trien-1-yl]formamido}ethyl]boronic acid